3-(trans-2-aminocyclopropyl)-N-(5-methyl-1,3,4-thiadiazol-2-yl)-1-naphthamide N[C@H]1[C@@H](C1)C=1C=C(C2=CC=CC=C2C1)C(=O)NC=1SC(=NN1)C